C(C1=CC=CC=C1)C1CNCCC2=C1C=C(C(=C2)F)F benzyl-7,8-difluoro-2,3,4,5-tetrahydro-1H-benzo[d]azepine